ClC1=CC(=CC(=N1)CO)OC (6-chloro-4-methoxypyridin-2-yl)methanol